(7R,8R)-8-hydroxy-7-((R)-5H-imidazo[5,1-a]isoindol-5-yl)-5,6,7,8-tetrahydroquinoline-3-carbonitrile O[C@@H]1[C@H](CCC=2C=C(C=NC12)C#N)[C@H]1N2C(C3=CC=CC=C13)=CN=C2